2-chloro-5-(chloromethyl)-4-methylpyridine ClC1=NC=C(C(=C1)C)CCl